(2S,4R)-1-((S)-2-Amino-3,3-dimethylbutanoyl)-4-hydroxy-N-((S)-1-(4-(4-methylthiazol-5-yl)phenyl)ethyl)pyrrolidine-2-carboxamide hydrochloride Cl.N[C@H](C(=O)N1[C@@H](C[C@H](C1)O)C(=O)N[C@@H](C)C1=CC=C(C=C1)C1=C(N=CS1)C)C(C)(C)C